C(CCC)OB1NC=CC=C1 2-butoxy-1,2-dihydro-1,2-azaborinine